[(3aS,7aS)-3a-(3,4-dimethoxyphenyl)-1-methyl-3,4,7,7a-tetrahydro-2H-indol-6-yl]pyridine-3-carboxylate COC=1C=C(C=CC1OC)[C@@]12CCN([C@H]2CC(=CC1)OC(=O)C=1C=NC=CC1)C